C(#N)C=1C=CC2=CN(N=C2C1)C(C1=C2C=CN(C2=C(C=C1OC)C)C(=O)OC(C)(C)C)C1C(C1)C(=O)OCC tert-butyl 4-((6-cyano-2H-indazol-2-yl)(2-(ethoxy-carbonyl)cyclopropyl)methyl)-5-methoxy-7-methyl-1H-indole-1-carboxylate